2-chloro-9-isopropyl-N-(2-(4-(trifluoromethyl)-1H-pyrazol-1-yl)benzyl)-9H-purin-6-amine ClC1=NC(=C2N=CN(C2=N1)C(C)C)NCC1=C(C=CC=C1)N1N=CC(=C1)C(F)(F)F